C(\C(\C)=C/C(=O)[O-])(=O)OC1CCCCCC1 monocycloheptyl citraconate